2-((5-(2-((3S,5R)-6-(dimethylamino)-5-methoxy-2-methylhex-3-yl)-2,6-diazaspiro[3.4]oct-6-yl)-1,2,4-triazin-6-yl)oxy)-N-ethyl-5-fluoro-N-isopropylbenzamide fumarate C(\C=C\C(=O)O)(=O)O.CN(C[C@@H](C[C@@H](C(C)C)N1CC2(C1)CN(CC2)C=2N=CN=NC2OC2=C(C(=O)N(C(C)C)CC)C=C(C=C2)F)OC)C